Rhodium Hexachlororhodium Cl[Rh](Cl)(Cl)(Cl)(Cl)Cl.[Rh]